pyridocyclohexen-3-one N=1CC(C=C2C1C=CC=C2)=O